CC(C)C1=C(C=CC(=C1)OC2=C(C=C(C=C2Cl)CC(=O)O)Cl)O 3,5-dichloro-4-[(4-hydroxy-3-isopropylphenoxy)phenyl]acetic acid